(3R)-N-(1-cyclobutylethyl)-1-[6-[[4-(6-methoxy-1H-indazol-4-yl)triazol-1-yl]methyl]pyridazin-3-yl]piperidin-3-amine C1(CCC1)C(C)N[C@H]1CN(CCC1)C=1N=NC(=CC1)CN1N=NC(=C1)C1=C2C=NNC2=CC(=C1)OC